DL-Homophenylalanine N[C@@H](CCC1=CC=CC=C1)C(=O)O |r|